(5aR,9aR)-9a-isopropyl-8-methyl-3-pentyl-5a,6,7,9a-tetra-hydrodibenzo[b,d]furan-1-ol C(C)(C)[C@@]12C3=C(O[C@@H]1CCC(=C2)C)C=C(C=C3O)CCCCC